5-Methoxy-N-(1-(2-methoxyethyl)-1H-indazol-3-yl)-2,2-dimethyl-2H-chromen-6-carboxamide COC1=C2C=CC(OC2=CC=C1C(=O)NC1=NN(C2=CC=CC=C12)CCOC)(C)C